N[C@]1([C@@H](CC[C@H](C1)CCB(O)O)CN(C)C)C(=O)O (1R,2S,5R)-1-AMINO-5-[2-(DIHYDROXYBORANYL)ETHYL]-2-[(DIMETHYLAMINO)METHYL]CYCLOHEXANE-1-CARBOXYLIC ACID